OC1=CC=2C(C3=CC=CC=C3C(C2C(=C1)O)=O)=O 2-hydroxy-4-hydroxyanthraquinone